ClC=1C=C(C=CC1F)C(C=1NC=C(N1)S(=O)(=O)N1CCCCC1)C1=CC(=C(C=C1)F)F ((2-((3-chloro-4-fluorophenyl)(3,4-difluorophenyl)methyl)-1H-imidazol-4-yl)sulfonyl)piperidine